C(CC1=CC=CC=C1)C1(CC=NO1)C(=O)[O-] 5-phenethyl-4,5-dihydroisoxazole-5-carboxylate